N-[2,6-dibromo-4-(1,1,1,2,3,3,3-heptafluoropropan-2-yl)phenyl]-3-[N-(cyclopropylmethyl)-2-methyl-4-cyanobenzamido]-4-fluorobenzamide BrC1=C(C(=CC(=C1)C(C(F)(F)F)(C(F)(F)F)F)Br)NC(C1=CC(=C(C=C1)F)N(C(C1=C(C=C(C=C1)C#N)C)=O)CC1CC1)=O